C(#N)[C@H](CCC)NC(C1=CC=C(C=C1)C1=NC(=NC=C1C)NC=1C=NN(C1)C1CC1)=O (S)-N-(1-cyanobutyl)-4-(2-((1-cyclopropyl-1H-pyrazol-4-yl)amino)-5-methylpyrimidin-4-yl)benzamide